(E)-6-(3-((E)-3-(2-(4-fluorophenoxy)-4-methylthiazol-5-yl)-2-methylacryloyl)-4-hydroxy-2-oxo-2H-pyran-6-yl)hex-2-enoic acid FC1=CC=C(OC=2SC(=C(N2)C)/C=C(/C(=O)C=2C(OC(=CC2O)CCC/C=C/C(=O)O)=O)\C)C=C1